C(C)OC(=O)[C@H]1OC(O[C@@H]1C1=CN=C(S1)Cl)(C)C (4s,5s)-ethyl-5-(2-chlorothiazol-5-yl)-2,2-dimethyl-1,3-dioxolan-4-carboxylate